(3r,5r,7r)-adamantane-1-carboxylic acid chloromethyl ester ClCOC(=O)C12CC3CC(CC(C1)C3)C2